7-Fluoro-9-methoxy-1,4,4-trimethyl-8-(1-methylsulfonyl-1H-indol-4-yl)-5H-[1,2,4]triazolo[4,3-a]quinoxaline FC=1C=C2NC(C=3N(C2=C(C1C1=C2C=CN(C2=CC=C1)S(=O)(=O)C)OC)C(=NN3)C)(C)C